(3R)-N-(cyclopropylmethyl)-1-(6-(1-(4-(6-(pyrrolidin-1-yl)pyrazin-2-yl)-1H-1,2,3-triazol-1-yl)ethyl)pyridazin-3-yl)piperidin-3-amine C1(CC1)CN[C@H]1CN(CCC1)C=1N=NC(=CC1)C(C)N1N=NC(=C1)C1=NC(=CN=C1)N1CCCC1